NC1=C(C(=NN1C1CC(C1)(C)O)C1=CC=C2C(=CC(=NC2=C1)C1=CC=CC=C1)OCC)C(=O)N 5-amino-3-(4-ethoxy-2-phenylquinolin-7-yl)-1-((1s,3s)-3-hydroxy-3-methylcyclobutyl)-1H-pyrazole-4-carboxamide